Cl.BrC=1C=C2C[C@H]([C@H](C2=CC1)NC)OC(F)F (1S,2R)-5-bromo-2-(difluoromethoxy)-N-methyl-2,3-dihydro-1H-inden-1-amine hydrochloride